3-[(3-amino-2-methoxy-phenyl)methyl]-7-[(3-fluoro-2-pyridinyl)oxy]-4-methyl-chromen-2-one NC=1C(=C(C=CC1)CC=1C(OC2=CC(=CC=C2C1C)OC1=NC=CC=C1F)=O)OC